tert-Butyl 4-(3,5-dichlorophenyl)piperazine-1-carboxylate ClC=1C=C(C=C(C1)Cl)N1CCN(CC1)C(=O)OC(C)(C)C